ClC1=C(C(C(=O)O)=C(C=C1)Cl)OC 3,6-dichloro-o-anisic acid